6-bromo-2-iodo-1-methylbenz[d]imidazole BrC=1C=CC2=C(N(C(=N2)I)C)C1